(2S,4R)-1-(2-(3-acetyl-5-(2-methylpyrazolo[1,5-a]pyrimidin-6-yl)-1H-indazol-1-yl)acetyl)-N-(3-(benzo[d]thiazol-5-yl)-2-fluorophenyl)-4-fluoropyrrolidine-2-carboxamide C(C)(=O)C1=NN(C2=CC=C(C=C12)C=1C=NC=2N(C1)N=C(C2)C)CC(=O)N2[C@@H](C[C@H](C2)F)C(=O)NC2=C(C(=CC=C2)C=2C=CC1=C(N=CS1)C2)F